2-fluorophenyl (9,9-di-n-propylfluoren-2-yl) ketoxime C(CC)C1(C2=CC=CC=C2C=2C=CC(=CC12)C(=NO)C1=C(C=CC=C1)F)CCC